C(C)C1=CC=2C(C3=CC=CC=C3C(C2C=C1)=COCC(=O)OC(C)C)=COCC(=O)OC(C)C 2-ethyl-9,10-bis(isopropoxycarbonylmethyloxymethylene)anthracene